propoxythio-D-glucose peracetate C(C)(=O)OO.C(CC)OC(=S)[C@H](O)[C@@H](O)[C@H](O)[C@H](O)CO